((2S,3S,4R,5R)-5-(5-bromo-7H-pyrrolo[2,3-d]pyrimidin-7-yl)-2-fluoro-3,4-dihydroxytetrahydrofuran-2-yl)methyl tetrahydrogen triphosphate O(P(O)(=O)OP(=O)(O)OP(=O)(O)O)C[C@]1(O[C@H]([C@@H]([C@@H]1O)O)N1C=C(C2=C1N=CN=C2)Br)F